COC1=CC2=C(SC(=C2)C(CCCCC(=O)O)=O)C=C1OC 6-(5,6-dimethoxybenzo[b]thiophen-2-yl)-6-oxohexanoic acid